3-(2,5-dihydroxy-3-sulfobenzamido)picolinic acid OC1=C(C(=O)NC=2C(=NC=CC2)C(=O)O)C=C(C=C1S(=O)(=O)O)O